ClC1=C(C(=CC(=C1)C)C)N=C(C)C1=NC(=CC=C1)C(C)=NC1=C(C=C(C=C1C)C)Cl 2,6-bis-[1-(2-chloro-4,6-dimethylphenylimino)ethyl]pyridine